r-[1,4-Phenylenebis(methylene)]bis[1,4,8,11-tetraazacyclotetradecane] C1(=CC=C(C=C1)CN1CCNCCCNCCNCCC1)CN1CCNCCCNCCNCCC1